(2S,3R,4S,5R)-4-(benzyloxy)-5-(((tert-butyldiphenylsilyl) oxy)methyl)-5-vinyltetrahydrofuran-2,3-diyl diacetate C(C)(=O)O[C@@H]1O[C@]([C@H]([C@H]1OC(C)=O)OCC1=CC=CC=C1)(C=C)CO[Si](C1=CC=CC=C1)(C1=CC=CC=C1)C(C)(C)C